BrC1=CC=C2N=CC(=NC2=C1)C=1C=NNC1 4-(7-bromoquinoxalin-2-yl)-1H-pyrazole